FC=1C=C(C=NC1)C(CC(=O)OC)=O methyl 3-(5-fluoro-3-pyridinyl)-3-oxo-propionate